C(C)S(=O)(=O)NC1CN(CC1)C(=O)[O-] 3-(ethylsulfonamido)pyrrolidine-1-carboxylate